benzoxazine carbon [C].O1NC=CC2=C1C=CC=C2